CCCCCCC/C=C\CCCCCCCC(=O)OC[C@H](COP(=O)([O-])OCC[N+](C)(C)C)OC(=O)CCCC/C=C\C/C=C\C/C=C\CCCCC 1-(9Z-heptadecenoyl)-2-(6Z,9Z,12Z-octadecatrienoyl)-glycero-3-phosphocholine